N-(2-((S)-3-((dimethylamino)methyl)pyrrolidin-1-yl)-4-methoxy-5-((6-((R)-3-(3-phenoxyphenyl)isoxazolidin-2-yl)pyrimidin-4-yl)amino)phenyl)acrylamide CN(C)C[C@H]1CN(CC1)C1=C(C=C(C(=C1)OC)NC1=NC=NC(=C1)N1OCC[C@@H]1C1=CC(=CC=C1)OC1=CC=CC=C1)NC(C=C)=O